N-(3-methyl-2-buten-1-yl)acetamide CC(=CCNC(C)=O)C